1-Propyl-[1]benzothiopyrano[3,4-d]imidazol-4(1H)-one C(CC)N1C=NC2=C1C1=C(SC2=O)C=CC=C1